N[C@H](C(=O)N1CCC2(C[C@@H](OC2=O)CCN2CCN(CC2)C2=CC=C(C=C2)F)CC1)CC (R)-8-((S)-2-aminobutanoyl)-3-(2-(4-(4-fluorophenyl)piperazin-1-yl)ethyl)-2-oxa-8-azaspiro[4.5]decan-1-one